C1(CC1)NC(C([C@H](CCC(C)(F)F)NC(=O)[C@H]1N(CC2(C1)CCCCC2)C(=O)C2(CC2)NC(OC)=O)=O)=O Methyl (1-((S)-3-(((S)-1-(cyclopropylamino)-6,6-difluoro-1,2-dioxoheptan-3-yl)carbamoyl)-2-azaspiro[4.5]decane-2-carbonyl)cyclopropyl)carbamate